[Na].C1(=CC=CC=C1)[Si]([Si]([Si](O)(C1=CC=CC=C1)C1=CC=CC=C1)(C1=CC=CC=C1)C1=CC=CC=C1)(C1=CC=CC=C1)C1=CC=CC=C1 heptaphenyl-trisilanol sodium